[N+](=O)([O-])C1=CC=C(C(=O)[Si](C2=CC=CC=C2)(C2=CC=CC=C2)C2=CC=CC=C2)C=C1 (4-nitrobenzoyl)(triphenyl)silane